NC1=NC=C(C=N1)C=1C(=C(C=C(C1C)Cl)C(C)N1N=C(C=2C1=NC=NC2)C)OC 1-(1-(3-(2-amino-pyrimidin-5-yl)-5-chloro-2-methoxy-4-methylphenyl)-ethyl)-3-methyl-1H-pyrazolo[3,4-d]pyrimidin